BrC=1C(=C2C(=NC1)NC(=N2)C2=CC=C(C=C2)N2CC(N(CC2)CCCOC)C)NC2CCN(CC2)C 6-Bromo-2-{4-[4-(3-methoxypropyl)-3-methylpiperazin-1-yl]phenyl}-N-(1-methylpiperidin-4-yl)-3H-imidazo[4,5-b]pyridin-7-amine